FC(C1(CC1)COC=1C=CC=2N(C1)N=CC2C2CCN(CC2)C(=O)OCC=2N=COC2)F oxazol-4-ylmethyl 4-(6-((1-(difluoromethyl)cyclopropyl)methoxy) pyrazolo[1,5-a]pyridin-3-yl)piperidine-1-carboxylate